8-(4-chloro-2,6-dimethylphenyl)-9-(4-((1-(3-fluoropropyl)azetidin-3-yl)methyl)phenyl)-6,7-dihydro-5H-benzo[7]annulene-3-carboxylic acid hydrochloride Cl.ClC1=CC(=C(C(=C1)C)C=1CCCC2=C(C1C1=CC=C(C=C1)CC1CN(C1)CCCF)C=CC(=C2)C(=O)O)C